3-(4-((2-cyclopropylethyl)((1s,4s)-4-(((1-(trifluoromethyl)cyclobutyl)methyl)amino)cyclohexyl)amino)-1-oxoisoindolin-2-yl)piperidine-2,6-dione C1(CC1)CCN(C1=C2CN(C(C2=CC=C1)=O)C1C(NC(CC1)=O)=O)C1CCC(CC1)NCC1(CCC1)C(F)(F)F